NC1=NC=2C=NC(=CC2C2=C1COC2)C(=O)N(CC(C)C)CC=2N=NC(=CC2)OCC 4-amino-N-((6-ethoxy-3-pyridazinyl)methyl)-N-(2-methylpropyl)-1,3-dihydrofuro[3,4-c][1,7]naphthyridine-8-carboxamide